8-chloro-5-[[2-[2,2-difluoro-3-(6-fluoro-[1,2,4]triazolo[4,3-a]pyridin-7-yl)propyl]-2-azaspiro[3.3]heptan-6-yl]methyl]-2-methyl-phthalazin-1-one ClC=1C=CC(=C2C=NN(C(C12)=O)C)CC1CC2(CN(C2)CC(CC2=CC=3N(C=C2F)C=NN3)(F)F)C1